1,4lambda5-oxaphosphinan-4-one O1CCP(CC1)=O